2-[(4-{6-[(2,4-Difluorobenzyl)oxy]pyridin-2-yl}piperidin-1-yl)methyl]-1-[(2S)-oxetan-2-ylmethyl]-1H-benzimidazol FC1=C(COC2=CC=CC(=N2)C2CCN(CC2)CC2=NC3=C(N2C[C@H]2OCC2)C=CC=C3)C=CC(=C1)F